4-[2-[5-bromo-2-(8-chloro-4-oxo-chromen-2-yl)phenoxy]ethylamino]cyclohexanecarboxylic acid BrC=1C=CC(=C(OCCNC2CCC(CC2)C(=O)O)C1)C=1OC2=C(C=CC=C2C(C1)=O)Cl